tert-Butyl 4-(5-(2-fluorophenyl)-7H-pyrrolo[2,3-d]pyrimidin-4-yl)-2,2-dimethylpiperazine-1-carboxylate FC1=C(C=CC=C1)C1=CNC=2N=CN=C(C21)N2CC(N(CC2)C(=O)OC(C)(C)C)(C)C